Cl.ClC1=C(C=CC2=C1B(OC2)O)NCC 7-chloro-6-(ethylamino)benzo[c][1,2]oxaborol-1(3H)-ol HCl salt